NC=1C2=C(N=CN1)N(C=C2C2=C(C=C(C=C2)NC(CC2=CC=C(C=C2)Cl)=O)C)C N-(4-(4-amino-7-methyl-7H-pyrrolo[2,3-d]pyrimidin-5-yl)-3-methylphenyl)-2-(4-chlorophenyl)acetamide